(2R,3R)-2-AMINO-3-HYDROXY-PENTANOIC ACID N[C@@H](C(=O)O)[C@@H](CC)O